Cl\C(=C\I)\C1=CC=C(C=C1)Br (E)-1-(1-chloro-2-iodovinyl)-4-bromobenzene